(((((2R,3S,4R,5R)-5-(6-(benzylamino)-2-methyl-9H-purin-9-yl)-3,4-dihydroxytetrahydrofuran-2-yl)methoxy)(hydroxy)phosphoryl)methyl)phosphonic acid C(C1=CC=CC=C1)NC1=C2N=CN(C2=NC(=N1)C)[C@H]1[C@@H]([C@@H]([C@H](O1)COP(=O)(O)CP(O)(O)=O)O)O